palladium bipyridineformaldehyde N1=C(C(=CC=C1)C=O)C1=NC=CC=C1.[Pd]